1-(2-bromoethyl)-3,5-dimethyl-1H-1,2,4-triazole BrCCN1N=C(N=C1C)C